[C@H]12N(C[C@H](NC1)C2)C2=C1C(N(C(C1=CC=C2)=O)N2C(NC(CC2)=O)=O)=O ((1R,4R)-2,5-diazabicyclo[2.2.1]heptane-2-yl)-2-(2,4-dioxotetrahydropyrimidin-1(2H)-yl)isoindoline-1,3-dione